1'-{2-[7-chloro-1-(3-hydroxy-3-methylcyclobutyl)-1H-1,3-benzimidazol-5-yloxy]ethyl}-5-fluorospiro[indoline-3,4'-piperidin]-2-one ClC1=CC(=CC2=C1N(C=N2)C2CC(C2)(C)O)OCCN2CCC1(CC2)C(NC2=CC=C(C=C21)F)=O